tert-butyl N-methyl-N-[2-(methylamino)ethyl]carbamate CC(C)(C)OC(=O)N(C)CCNC